5-(2,2-difluorocyclopropyl)-1,3,4-thiadiazol-2-amine FC1(C(C1)C1=NN=C(S1)N)F